OC(CN(CCCC(=O)OCCN1CCN(CC1)CCSSCCCCN(CC(CCCCCCCCCCCC)O)CC(CCCCCCCCCCCC)O)CC(CCCCCC\C=C/C\C=C/C\C=C/CC)O)CCCCCC\C=C/C\C=C/C\C=C/CC 2-(4-(2-((4-(Bis(2-hydroxytetradecyl)amino)butyl)disulfaneyl)ethyl)piperazin-1-yl)ethyl 4-(bis((9Z,12Z,15Z)-2-hydroxyoctadeca-9,12,15-trien-1-yl)amino)butanoate